FC=1C=C(CNC=2C(=C(C=CC2)C2CN(CCN2)C(=O)[O-])[N+](=O)[O-])C=CC1 3-((3-fluorobenzyl)amino-2-nitrophenyl)piperazine-1-carboxylate